8-(4,4,5,5-tetramethyl-1,3,2-dioxaborolan-2-yl)-3H-pyrrolo[2,3-c]isoquinoline CC1(OB(OC1(C)C)C1=CC=2C3=C(N=CC2C=C1)NC=C3)C